N[C@H]1C(O[C@@H]([C@H]([C@@H]1O)O)CO)O (3R,4R,5S,6R)-3-amino-6-(hydroxymethyl)tetrahydro-2H-pyran-2,4,5-triol